N1C=NC2=C1C=CC(=C2)OC=2C=C(C=CC2)C=2NC(=NN2)C(N)C2=CN=C(S2)C (5-(3-((1H-benzo[d]imidazol-5-yl)oxy)phenyl)-4H-1,2,4-triazol-3-yl)(2-methylthiazol-5-yl)methanamine